2-[methyl-(prop-2-enoyl)amino]propanamide 3-(2-(diethylamino)ethyl-d4)-1H-indol-4-yl-(9Z,12Z)-octadeca-9,12-dienoate C(C)N(C(C(C1=CNC2=CC=CC(=C12)OC(CCCCCCC\C=C/C\C=C/CCCCC)=O)([2H])[2H])([2H])[2H])CC.CN(C(C(=O)N)C)C(C=C)=O